C1(=CC=C(C=C1)C=O)C1=CC=C(C=C1)C1=CC=C(C=C1)C=O [1,1':4',1''-terphenyl]-4,4''-dicarboxaldehyde